C(C)(C)(C)OC(=O)N1CC2=C(C=C(C=C2CC1)OCC1=CC=C(C=C1)OC1CCNCC1)Br 8-bromo-6-[(4-piperidin-4-yloxyphenyl)methoxy]-3,4-dihydro-1H-isoquinoline-2-carboxylic acid tert-butyl ester